[N+](=[N-])=CC(CC[C@@H](C(=O)OC)NC([C@H](C1=CC=CC=C1)O)=O)=O methyl (S)-6-diazo-2-((S)-2-hydroxy-2-phenylacetamido)-5-oxohexanoate